FC(OC1=NC2=CC(=CC(=C2N=C1)C=1SC2=C(N1)C(=CC(=C2)OCCNS(=O)(=O)C2=C(C=C(C=C2)F)F)C)C)F N-(2-(2-(2-(difluoromethoxy)-7-methylquinoxalin-5-yl)-4-methylbenzo[d]thiazol-6-yloxy)ethyl)-2,4-difluorobenzenesulfonamide